FC1=CC=C(OC2=C(C=C(C=C2)N)N)C=C1 4-(4-fluorophenoxy)-1,3-diaminobenzene